NC1=CC=C2C(=N1)CCC2NC([C@H](C)NC(=O)[C@@H]2NC[C@H](C2)C2=CC=C(C=C2)C(F)(F)F)=O (2R,4R)-N-((2S)-1-((2-amino-6,7-dihydro-5H-cyclopenta[b]pyridin-5-yl)amino)-1-oxopropan-2-yl)-4-(4-(trifluoromethyl)phenyl)pyrrolidine-2-carboxamide